3-chloro-1-(5-(5-chloro-6-isopropoxypyridin-3-yl)-1,2,4-oxadiazol-3-yl)-1H-indole-5-carbaldehyde ClC1=CN(C2=CC=C(C=C12)C=O)C1=NOC(=N1)C=1C=NC(=C(C1)Cl)OC(C)C